2-((4,6-Dimethyl-2-(trifluoromethyl)pyrimidin-5-yl)sulfonyl)-2,6-diazaspiro[3.3]heptane CC1=NC(=NC(=C1S(=O)(=O)N1CC2(C1)CNC2)C)C(F)(F)F